C(C)(C)(C)C1=CN=C(O1)CNC(=O)C1=C(OC=2N=CN=C(C21)NC2(CC2)C)C N-[(5-tert-butyl-1,3-oxazol-2-yl)methyl]-6-methyl-4-[(1-methylcyclopropyl)amino]furo[2,3-d]pyrimidine-5-carboxamide